Br.FC=1C=C(C=CC1CC(=O)N)C1=C(C(=CC=C1)C1=CC(=NO1)N1CCNCC1)O (3-fluoro-2'-hydroxy-3'-(3-(piperazin-1-yl)isoxazol-5-yl)-[1,1'-biphenyl]-4-yl)acetamide hydrobromide